O=C1NC(CCC1C1=NN(C2=CC(=C(C=C12)F)C1CCN(CC1)C[C@@H]1[C@@H](CN(CC1)C(=O)OC(C)(C)C)F)C)=O tert-butyl (3S,4R)-4-((4-(3-(2,6-dioxopiperidin-3-yl)-5-fluoro-1-methyl-1H-indazol-6-yl)piperidin-1-yl)methyl)-3-fluoropiperidine-1-carboxylate